ClC=1C=C(C(=NC1)N1CC(N(C2(CN(C2)C2=NC=C(C#N)C=C2)C1=O)CC1=CC=C(C=C1)Cl)=O)C 6-(8-(5-chloro-3-methylpyridin-2-yl)-5-(4-chlorobenzyl)-6,9-dioxo-2,5,8-triazaspiro[3.5]nonan-2-yl)nicotinonitrile